COC1=CC(=CC2=C1N(C(=N2)C=2NC(C=CC2)=O)C)C(=O)N2[C@@H]1CC[C@H](C2)[C@H]1NC(OC(C)(C)C)=O Tert-butyl N-[(1R,4R,7R)-2-[7-methoxy-1-methyl-2-(6-oxo-1,6-dihydropyridin-2-yl)-1H-1,3-benzodiazole-5-carbonyl]-2-azabicyclo[2.2.1]heptan-7-yl]carbamate